C(CCCCCC=C)[Si](Cl)(Cl)CCCC=C 7-octenyl-(4-pentenyl)dichlorosilane